3-([1,1'-biphenyl]-4-yl)-3-((3,5-dimethoxyphenyl)amino)propionic acid C1(=CC=C(C=C1)C(CC(=O)O)NC1=CC(=CC(=C1)OC)OC)C1=CC=CC=C1